F[C@@H]1[C@@H](C1)C1=NC(=NO1)C1N(CCC(C1)C)C(=O)N[C@@H]1[C@@H](CCC[C@H]1N1CCN(CC1)C(C)C)F {5-[(1S,2S)-2-fluorocyclopropyl]-1,2,4-oxadiazol-3-yl}-N-{(1S,2R,6R)-2-fluoro-6-[4-(propan-2-yl)piperazin-1-yl]cyclohexyl}-4-methylpiperidine-1-carboxamide